COC(=O)C1CC2=CC=C(C=C2C1)F 5-fluoro-2,3-dihydro-1H-indene-2-carboxylic acid methyl ester